1-(5-Fluoropyridin-3-yl)-6,6-dimethyl-2,5-dioxo-1,2,5,6,7,8-hexahydroquinoline-3-carboxylic acid FC=1C=C(C=NC1)N1C(C(=CC=2C(C(CCC12)(C)C)=O)C(=O)O)=O